FC1=CC=C(C=C1)C1=C(N(C=C1C1=CC=NC=C1)C)C(=O)OC methyl 3-(4-fluorophenyl)-1-methyl-4-(pyridin-4-yl)-1H-pyrrole-2-carboxylate